6-(4-hydroxy-3-methylbutylamino)-9-β-D-ribofuranosylpurine OCC(CCNC1=C2N=CN(C2=NC=N1)[C@H]1[C@H](O)[C@H](O)[C@H](O1)CO)C